trimethylolaminomethane hydrochloride C(C(CO)(CO)N)O.Cl